FC1=CC=C2C=3N(C(=CNC13)C)C=C2 9-fluoro-3-methyl-1h-pyrrolo[1,2,3-de]quinoxaline